5,5-dimethyl-3-methylenepyrrolidin-2-one CC1(CC(C(N1)=O)=C)C